N(=C=O)C1CCC(CC1)C(C)(C)C1CCC(CC1)N=C=O 4,4'-diisocyanato-2,2-dicyclohexyl-propane